CC1(C=2C=CC=C3CNCCC(C32)CC13CC3)C 7',7'-Dimethyl-2',3',4',4a',5',7'-hexahydro-1'H-spiro[cyclopropan-1,6'-naphtho[1,8-cd]-azepin]